(S)-N-(1-amino-3-hydroxy-1-oxopropan-2-yl)-2-methyl-5-((4-methylthiazol-5-yl)methoxy)benzofuran-3-carboxamide NC([C@H](CO)NC(=O)C1=C(OC2=C1C=C(C=C2)OCC2=C(N=CS2)C)C)=O